O1CCC(CC1)COC1=C(C#N)C=C(C=C1)S(=O)(=O)N1[C@@H](CCC2=CC(=CC=C12)C=C)CC(F)(F)F (S)-2-((tetrahydro-2H-pyran-4-yl)methoxy)-5-((2-(2,2,2-trifluoroethyl)-6-vinyl-3,4-dihydroquinolin-1(2H)-yl)sulfonyl)benzonitrile